O1C(OCC1)C1=NC(=CC=C1)C1=C(C(=C(C(=C1C)C)C)C)C 2-(1,3-dioxolan-2-yl)-6-(2,3,4,5,6-pentamethylphenyl)pyridine